N-(2-Oxo-2-(2-(2-oxo-2-(pentylamino)acetyl)pyrrolidin-1-yl)ethyl)quinoline-4-carboxamide O=C(CNC(=O)C1=CC=NC2=CC=CC=C12)N1C(CCC1)C(C(NCCCCC)=O)=O